ClC1=C(C=C2C=C(N=CC2=C1)NC(=O)[C@H]1CC12CC(C2)OCC)N2CCN(CC2)[C@@]2(COC[C@@H]2F)C (1S,2S)-N-[7-chloro-6-[4-((3R,4R)-4-fluoro-3-methyl-tetrahydrofuran-3-yl)piperazin-1-yl]-3-isoquinolyl]-5-ethoxy-spiro[2.3]hexane-2-carboxamide